ClC=1C2=CN(N=C2C=CC1C1=CNC2=C1C=1N(C(=N2)N2CCC3(CCC[C@H]3N)CC2)C=CN1)C (R)-8-(9-(4-chloro-2-methyl-2H-indazol-5-yl)-7H-imidazo[1,2-c]pyrrolo[3,2-e]pyrimidin-5-yl)-8-azaspiro[4.5]decan-1-amine